ClC1=C(C(=CC=C1)F)C1=N[C@H](C2=NN=C(N2C=2SC=3C[C@@H](CC3C12)C(F)F)C)C (7S,13R)-9-(2-chloro-6-fluoro-phenyl)-13-(difluoromethyl)-3,7-dimethyl-16-thia-2,4,5,8-tetraazatetracyclo[8.6.0.02,6.011,15]Hexadeca-1(10),3,5,8,11(15)-pentaene